2-chloro-4-hydroxy-3-indan-5-yl-5-(3-methoxyphenyl)-7H-thieno[2,3-b]pyridin-6-one ClC1=C(C2=C(NC(C(=C2O)C2=CC(=CC=C2)OC)=O)S1)C=1C=C2CCCC2=CC1